CC1(C=CCC(C1)(C)C)C#N 1,5,5-trimethylcyclohex-2-ene-1-carbonitrile